O[C@H](CCC)C1=CC(=C(C=N1)C=1C=2N(C3=CC(=NC=C3C1)NC(C)=O)C=CN2)C |r| Racemic-N-{4-[6-(1-hydroxybutyl)-4-methylpyridin-3-yl]imidazo[1,2-a]1,6-naphthyridin-8-yl}acetamide